heptadecafluorooctanesulphonate FC(C(C(C(C(C(C(C(S(=O)(=O)[O-])(F)F)(F)F)(F)F)(F)F)(F)F)(F)F)(F)F)(F)F